tert-butyl (1R,2S,3S,5S)-3-[(5-[4-[1-(tert-butoxycarbonyl)-5-oxo-2H-pyrrol-3-yl]-2-(methoxymethoxy) phenyl]pyrazin-2-yl)(methyl) amino]-2-fluoro-8-azabicyclo[3.2.1]octane-8-carboxylate C(C)(C)(C)OC(=O)N1CC(=CC1=O)C1=CC(=C(C=C1)C=1N=CC(=NC1)N([C@@H]1[C@@H]([C@H]2CC[C@@H](C1)N2C(=O)OC(C)(C)C)F)C)OCOC